COC(=O)[C@@H]1CCCC=2N1C(N(N2)CC2=CC(=CC=C2)C(F)(F)F)=O Methyl-(5S)-3-oxo-2-[3-(trifluoromethyl)benzyl]-2,3,5,6,7,8-hexahydro[1,2,4]triazolo[4,3-a]pyridine-5-carboxylate